7-((5-(methylamino)-1,3,4-thiadiazol-2-yl)amino)-4-morpholinobenzo[c][1,2,5]oxadiazole-5-carbonitrile CNC1=NN=C(S1)NC1=CC(=C(C=2C1=NON2)N2CCOCC2)C#N